C(C=C)(=O)OCCOCCOC1=C(C=CC=C1)C1=CC=CC=C1 2-[2-(2-acryloyloxyethyl-oxy)ethyloxy]biphenyl